CN(C(=O)N1CCNCC1)CC(F)(F)F N-methyl-N-(2,2,2-trifluoroethyl)piperazine-1-carboxamide